ClC1=C(CC(C=C1)(C)O)C 4-chlorom-xylenol